ClC=1C(=C(C=CC1F)C(=O)[C@@H]1C[C@H](C1)C(F)(F)F)F (3-chloro-2,4-difluoro-phenyl)(trans-3-(trifluoromethyl)cyclobutyl)methanone